CN1CCC(CC1)C1=NN=C(O1)[C@@]12CN(C[C@]2(C1)C(F)(F)F)C1=C2C=CC(NC2=C(C=C1)C#N)=O 5-((1S,5R)-1-(5-(1-methylpiperidin-4-yl)-1,3,4-oxadiazol-2-yl)-5-(trifluoromethyl)-3-azabicyclo[3.1.0]hexan-3-yl)-2-oxo-1,2-dihydroquinoline-8-carbonitrile